O1N=C(C=C1)C1CCN(CC1)CC=1C=C2CN(C(C2=CC1)=O)C1C(NC(CC1)=O)=O 3-(5-((4-(isoxazol-3-yl)piperidin-1-yl)methyl)-1-oxoisoindolin-2-yl)piperidine-2,6-dione